CC(CCC)N methyl-butan-1-amine